N-(4-isopropylbenzyl)-5-(N-methylsulfamoyl)thiophene-2-carboxamide C(C)(C)C1=CC=C(CNC(=O)C=2SC(=CC2)S(NC)(=O)=O)C=C1